COC1=CC=C(C=C1)N/C(/SCC=O)=N/C(OCC)=O (Z)-Ethyl (((4-methoxyphenyl)amino)((2-oxoethyl)thio)methylene)carbamate